CC=1C=C(C=NC1)C1=NC=C2N=CNC2=N1 (5-Methylpyridin-3-yl)-9H-purine